COC(CCC\C=C/C[C@@H]1[C@H]([C@@H](C[C@@H]1O[Si](C)(C)C(C)(C)C)O[Si](C)(C)C(C)(C)C)\C=C\[C@H](COC1=CC(=CC=C1)C(F)(F)F)O[Si](C)(C)C(C)(C)C)=O (Z)-7-((1R,2R,3R,5s)-3,5-bis(t-butyldimethylsilyloxy)-2-((R,E)-3-(t-butyldimethylsilyloxy)-4-(3-(trifluoromethyl)phenoxy)but-1-enyl)cyclopentyl)hept-5-enoic acid methyl ester